[IH]1OCC=C1 [1,2]iodaoxole